tert-butyl 1-methyl-2,5-dioxo-2,3,4,5-tetrahydro-1H-benzo[b]azepin-3-ylcarbamate CN1C2=C(C(CC(C1=O)NC(OC(C)(C)C)=O)=O)C=CC=C2